C(#N)C[C@@H]1N(CCC1)C (R)-2-(cyanomethyl)-1-methylpyrrolidine